tert-butyl 6'-chloro-1'-(4-(1,1-difluoroethyl) pyrimidin-2-yl)-1',2'-dihydrospiro[piperidine-4,3'-pyrrolo[3,2-c]pyridine]-1-carboxylate ClC1=CC2=C(C=N1)C1(CN2C2=NC=CC(=N2)C(C)(F)F)CCN(CC1)C(=O)OC(C)(C)C